Pyridine-2-carboxylic acid (1-pyrido[2,3-b]pyrazin-8-yl-piperidin-4-ylmethyl)-amide N1=C2C(=NC=C1)N=CC=C2N2CCC(CC2)CNC(=O)C2=NC=CC=C2